4-amino-N'-(cyclopropanecarbonyl)-N',1-dimethyl-N-[[6-(trifluoromethyl)-3-pyridyl]methyl]pyrazolo[4,3-c]quinoline-8-carbohydrazide NC1=NC=2C=CC(=CC2C2=C1C=NN2C)C(=O)N(N(C)C(=O)C2CC2)CC=2C=NC(=CC2)C(F)(F)F